C(C)(=O)OC(C(C)=C)OC(C)=O diacetoxy-2-methylenepropane